ethyl N-[2-[4-[(1-methylbenzimidazol-2-yl)methyl]piperazin-1-yl]-4-(trifluoromethyl)phenyl]sulfonylcarbamate CN1C(=NC2=C1C=CC=C2)CN2CCN(CC2)C2=C(C=CC(=C2)C(F)(F)F)S(=O)(=O)NC(OCC)=O